(3aRS,12bRS)-5-chloro-2-methyl-2,3,3a,12b-tetrahydro-1H-dibenzo[2,3:6,7]oxepino[4,5-c]pyrrole ClC=1C=CC2=C([C@H]3[C@@H](CN(C3)C)C3=C(O2)C=CC=C3)C1 |r|